di-tert-butyl ((4S)-3,5-dihydroxypentane-1,4-diyl)dicarbamate OC(CCNC(OC(C)(C)C)=O)[C@H](CO)NC(OC(C)(C)C)=O